(2S)-2'-(tert-butyl)-2-methyl-5a',6',7',8',9',9a'-hexahydrospiro[piperidine-4,4'-thieno[2,3-C]chromene] C(C)(C)(C)C1=CC2=C(C3(OC4CCCCC24)C[C@@H](NCC3)C)S1